CN1N=C(C=C1)CS(=O)(=O)C1=CC=C(C(=O)[O-])C=C1 4-(((1-methyl-1H-pyrazol-3-yl)methyl)sulfonyl)benzoate